4-(2-(1-(pyridin-2-yl)cyclobutyl)ethylsulfonimidoyl)butanoate N1=C(C=CC=C1)C1(CCC1)CCS(=O)(=N)CCCC(=O)[O-]